OC1(CC1)C1=NN(C=N1)C1CC2(CN(C2)C(=O)N2CC3(C2)CC(C3)CC3=NN(C(=C3)C(F)(F)F)C)C1 [6-[3-(1-hydroxycyclopropyl)-1,2,4-triazol-1-yl]-2-azaspiro[3.3]heptan-2-yl]-[6-[[1-methyl-5-(trifluoromethyl)pyrazol-3-yl]methyl]-2-azaspiro[3.3]heptan-2-yl]methanone